CC(CCCC)CCCCC 5-methyl-decane